N-methylcyclobutan-1-amine trifluoroacetate salt FC(C(=O)O)(F)F.CNC1CCC1